C(CCC)[Sn](C1=CC=NN1C1=CC=CC=C1)(CCCC)CCCC tributyl-(1-phenyl-5-pyrazolyl)tin